COCCOCC1=NC(=CC=C1N)C(F)(F)F 2-((2-methoxyethoxy)methyl)-6-(trifluoromethyl)pyridin-3-amine